FC(C1=NN=C(S1)C1=CN=C2N1C=C(C=C2N2CC1C(C2)CCO1)S(=O)(=O)NC1(CC1)C)F 3-(5-(difluoromethyl)-1,3,4-thiadiazol-2-yl)-8-(hexahydro-5H-furo[2,3-c]pyrrol-5-yl)-N-(1-methylcyclopropyl)imidazo[1,2-a]pyridine-6-sulfonamide